COC=1C(=CC=C2C(CCOC12)=O)OC(C1=CC=C(C#N)C=C1)C1=CC=NC=C1 4-(((8-methoxy-4-oxochroman-7-yl)oxy)(pyridin-4-yl)methyl)benzonitrile